ClC1=CC=C(C=C1)/C(=C/C=O)/C#CC(C#CC1=CC=C(C=C1)OCC)(O)C1=CC(=CC(=C1)C)C (Z)-3-(4-chlorophenyl)-6-(3,5-dimethylphenyl)-8-(4-ethoxyphenyl)-6-hydroxyoct-2-en-4,7-diyne-1-al